8-acetyl-6-bromo-3-cyclopropyl-2-tetrahydropyran-4-yl-quinazolin-4-one C(C)(=O)C=1C=C(C=C2C(N(C(=NC12)C1CCOCC1)C1CC1)=O)Br